Cl.N1CCC2(CC1)OC1=C(C2N)C=CC=C1 3H-spiro[benzofuran-2,4'-piperidine]-3-amine hydrochloride